C(C)(C)(C)OC(N(C)C[C@H]1CN(CCC1)C1=C(C(=CC=C1NC(=O)C=1SC=C(N1)C1=CN=NC=C1)OC1=C(C=CC=C1)F)C(F)(F)F)=O (R)-tert-butyl((1-(3-(2-fluorophenoxy)-6-(4-(pyridazin-4-yl)thiazole-2-carboxamido)-2-(trifluoromethyl)phenyl)piperidin-3-yl)methyl)(methyl)carbamate